p-aminoanisole-2-sulfonic acid NC=1C=C(C(=CC1)OC)S(=O)(=O)O